OC1=CC=C(C=C1)\C(=C(\CC)/C1=CC=CC=C1)\C1=CC=C(C=C1)N1CCC(CC1)CCN1CCN(CC1)C=1C=C2CN(C(C2=CC1)=O)[C@@H]1C(NC(CC1)=O)=O (Z)-(S)-3-(5-(4-(2-(1-(4-(1-(4-Hydroxyphenyl)-2-phenylbut-1-en-1-yl)phenyl)piperidin-4-yl)ethyl)piperazin-1-yl)-1-oxoisoindolin-2-yl)piperidin-2,6-dion